(2S,5R)-1-(3-chloro-4-(2,4-dimethoxypyrimidin-5-yl)benzoyl)-5-(2-chlorophenyl)pyrrolidine-2-carboxylic acid ClC=1C=C(C(=O)N2[C@@H](CC[C@@H]2C2=C(C=CC=C2)Cl)C(=O)O)C=CC1C=1C(=NC(=NC1)OC)OC